5-(3,4-Dihydroxyphenyl)-3-(4-hydroxyphenyl)isoxazole OC=1C=C(C=CC1O)C1=CC(=NO1)C1=CC=C(C=C1)O